O[C@@H](CN(C1CCN(CC1)CCNC(=O)C=1C=CC2=C(N(CN2CC)CC)C1)C[C@@H]([C@H]([C@@H]([C@@H](CO)O)O)O)O)[C@H]([C@@H]([C@@H](CO)O)O)O 6-{[2-(4-{bis[(2S,3R,4R,5R)-2,3,4,5,6-pentahydroxyhexyl]Amino}piperidin-1-yl)ethyl]Carbamoyl}-1,3-diethyl-1H-1,3-benzodiazole